COC(C1=C(C=C(C(=C1)F)C=1NC=C(N1)C(F)(F)F)Br)=O.C(C1CO1)N(CC1CO1)C1(CCCCC1)C N,N-diglycidyl-amino(methyl)cyclohexane methyl-2-bromo-5-fluoro-4-[4-(trifluoromethyl)-1H-imidazol-2-yl]benzoate